CN1N=C(C2=CC(=CC=C12)C)CNC(=O)NC=1N=NN(C1)CCC N-[(1,5-dimethyl-1H-indazol-3-yl)methyl]-N'-(1-propyl-1H-1,2,3-triazol-4-yl)urea